1H-4-imidazolylmethanol hydrochloride Cl.N1C=NC(=C1)CO